N,2-dihydroxy-4-(N-isobutyl-4-phenoxyphenylsulfonamido)benzamide ONC(C1=C(C=C(C=C1)N(S(=O)(=O)C1=CC=C(C=C1)OC1=CC=CC=C1)CC(C)C)O)=O